N-(6-((4-(aminomethyl)pyridin-2-yl)oxy)-4-methoxybenzo[d]isoxazol-3-yl)-5-ethyl-2-methoxybenzenesulfonamide hydrochloride Cl.NCC1=CC(=NC=C1)OC1=CC2=C(C(=NO2)NS(=O)(=O)C2=C(C=CC(=C2)CC)OC)C(=C1)OC